5-((5-Chloro-2-(3-(methoxymethyl)piperidin-1-yl)pyrimidin-4-yl)amino)-3-(3-hydroxy-3-methylbutyl)-1-methyl-1,3-dihydro-2H-benzo[d]imidazol-2-on ClC=1C(=NC(=NC1)N1CC(CCC1)COC)NC1=CC2=C(N(C(N2CCC(C)(C)O)=O)C)C=C1